FC(S(=O)(=O)OC=1CCN(CCC1)C(=O)OC(C)(C)C)(F)F tert-butyl 4-(trifluoromethanesulfonyloxy)-2,3,6,7-tetrahydroazepine-1-carboxylate